Racemic-2-(4-methylthiazol-2-yl)but-3-yn-2-ol CC=1N=C(SC1)[C@@](C)(C#C)O |r|